ethylethylhypophosphite C(C)P(=O)([O-])CC